2-[[6-[5-chloro-3-(5-methyl-1-tetrahydropyran-2-yl-pyrazol-4-yl)quinoxalin-6-yl]oxy-2-methyl-benzimidazol-1-yl]methoxy]ethyl-trimethyl-silane ClC1=C2N=C(C=NC2=CC=C1OC=1C=CC2=C(N(C(=N2)C)COCC[Si](C)(C)C)C1)C=1C=NN(C1C)C1OCCCC1